(R)-2-(2,6-bis(benzyloxy)pyridin-3-yl)-5-(4-fluoro-1-methylisoindoline-2-carbonyl)isoindolin-1-one C(C1=CC=CC=C1)OC1=NC(=CC=C1N1C(C2=CC=C(C=C2C1)C(=O)N1[C@@H](C2=CC=CC(=C2C1)F)C)=O)OCC1=CC=CC=C1